2-Methoxy-5,6,7,8-tetrahydronaphthalene-1-sulfonyl chloride COC1=C(C=2CCCCC2C=C1)S(=O)(=O)Cl